COC(=O)[C@@]12CC3=C(C=C2CCN(C1)S(=O)(=O)C1=CC=NN1CC)N(N=C3)C3=CC=C(C=C3)F (R)-methyl-6-((1-ethyl-1H-pyrazol-5-yl)sulfonyl)-1-(4-fluorophenyl)-4,4a,5,6,7,8-hexahydro-1H-pyrazolo[3,4-g]isoquinoline-4a-carboxylate